C[C@H]1N(C[C@H](N(C1)C(=O)[C@@]1(O[C@H]1C1=CC(=CC=C1)[N+](=O)[O-])C)C)C(=O)[C@@]1(O[C@H]1C1=CC(=CC=C1)[N+](=O)[O-])C ((2R,5R)-2,5-dimethylpiperazine-1,4-diyl)bis(((2R,3S)-2-methyl-3-(3-nitro-phenyl)oxiran-2-yl)methanone)